FC=1C=C(C=C(C1)F)C1=NO[C@](C1)(C(=O)NC1CC(OC1)C(=O)[O-])C=C 4-[[(5S)-3-(3,5-difluoro-phenyl)-5-vinyl-4H-isoxazole-5-carbonyl]amino]tetrahydrofuran-2-carboxylate